N,N-dimethyl-5-(1H-benzimidazol-5-yl)benzamide CN(C(C1=CC=CC(=C1)C1=CC2=C(NC=N2)C=C1)=O)C